S(=O)(=O)([O-])[O-].[Zn+2].FC(SC1=CC=C(C=C1)NC(C)=O)(F)F N-[4-[(trifluoromethyl)thio]phenyl]acetamide Zinc(II) sulphate